N-((7-(5-(difluoromethyl)-1,3,4-oxadiazol-2-yl)imidazo[1,2-a]pyridin-2-yl)methyl)-4-(2-hydroxyacetyl)-N-phenylpiperazine-1-sulfonamide FC(C1=NN=C(O1)C1=CC=2N(C=C1)C=C(N2)CN(S(=O)(=O)N2CCN(CC2)C(CO)=O)C2=CC=CC=C2)F